(methyl)pentanoic acid CC(C(=O)O)CCC